2-(1-(4-amino-3-(2-methylpyridin-4-yl)-1H-pyrazolo[3,4-d]pyrimidin-1-yl)ethyl)-3-(3-fluorophenyl)-4H-chromen-4-one NC1=C2C(=NC=N1)N(N=C2C2=CC(=NC=C2)C)C(C)C=2OC1=CC=CC=C1C(C2C2=CC(=CC=C2)F)=O